N-[4-fluoro-5-(3-fluoro-4-morpholin-4-ylphenyl)-2-[rac-(3R,5S)-3,4,5-trimethylpiperazin-1-yl]phenyl]-6-oxo-4-(trifluoromethyl)-1H-pyridine-3-carboxamide FC1=CC(=C(C=C1C1=CC(=C(C=C1)N1CCOCC1)F)NC(=O)C1=CNC(C=C1C(F)(F)F)=O)N1C[C@H](N([C@H](C1)C)C)C |r|